COC1=CC(=C(C=O)C=C1)C 4-METHOXY-2-METHYLBENZALDEHYDE